CC1=CC=2C3=C(NC2C=C1)C(N(C=N3)CCCN3CCN(CC3)C3=CC(=CC=C3)C(F)(F)F)=O 8-methyl-3-(3-(4-(3-(trifluoromethyl)phenyl)piperazin-1-yl)propyl)-3,5-dihydro-4H-pyrimido[5,4-b]indol-4-one